CC1(OC[C@H]([C@H](O1)[C@@H]([C@H](C=O)O)O)O)C(=O)O 4,6-O-(1-carboxyethylidene)-D-Galactose